NCCCNC1=NC2=CC(=C(C=C2C(=N1)NC1CCN(CC1)C1CCCCC1)OC)OC N2-(3-aminopropyl)-N4-(1-cyclohexylpiperidin-4-yl)-6,7-dimethoxyquinazoline-2,4-diamine